N-butyl-5,6-dihydroxyindole C(CCC)N1C=CC2=CC(=C(C=C12)O)O